ClC1=C(C=CC(=C1)NC1=NC=C(C(=N1)NC1=C(C=CC=C1)P(=O)(C)C)Cl)N1CC2(C1)CC(C2)NC(OC(C)(C)C)=O tert-butyl (2-(2-chloro-4-((5-chloro-4-((2-(dimethylphosphoryl)phenyl)amino)pyrimidin-2-yl)amino)phenyl)-2-azaspiro[3.3]heptan-6-yl)carbamate